NCCC1=CC=C(C=C1)S(=O)(=O)F 4-[2-aminoethyl]benzensulfonylfluoride